C1(=CC=CC=C1)COC1=C(C(=C(C=C1)C(C(CC(=O)O)C)=O)OCOC)C 4-[4-Phenylmethyloxy-2-(methoxymethyloxy)-3-methylphenyl]-3-methyl-4-oxobutanoic acid